CO[Si]([SiH](C)C)(C)C Methoxy-1,1,2,2-tetramethyldisilane